F/C=C/N1N=NC2=C1C=C(C=C2)C=2C=CN1N=C(N=C(C12)OC)NC1CCC(N(C1)C)=O (E)-5-((5-(1-(2-fluorovinyl)-1H-benzo[d][1,2,3]triazol-6-yl)-4-methoxypyrrolo[2,1-f][1,2,4]triazin-2-yl)amino)-1-methylpiperidin-2-one